COC1=NC=C(C=N1)C=O 2-methoxypyrimidine-5-carbaldehyde